CCCCCCCCCCCC\C=C/CCCC cis-13-octadecene